C(C)OC1=C(C=CC(=C1F)F)[C@@H]1C(O[C@]([C@H]1C)(C(F)(F)F)C)C(=O)NC1=C[C@H]([N+](C=C1)=O)C(=O)N (2S,3R,4S,5R)-4-[[3-(2-ethoxy-3,4-difluoro-phenyl)-4,5-dimethyl-5-(trifluoromethyl)tetrahydrofuran-2-carbonyl]amino]-1-oxo-pyridin-1-ium-2-carboxamide